CN1CCN(CC1)C=1SC2=C(N1)C=C(C=C2)[C@@H]2NC[C@H](CC2)C 2-(4-methylpiperazin-1-yl)-5-[(2R,5S)-5-methyl-2-piperidyl]-1,3-benzothiazole